ClC=1C(=NC(=NC1)NC=1C=NC(=CC1)N1CCOCC1)NC1=C(C=CC=C1)C(F)(F)F 5-chloro-N2-(6-morpholinopyridin-3-yl)-N4-(2-(trifluoromethyl)phenyl)pyrimidine-2,4-diamine